C(C1=CC=CC=C1)C=1C(=NC=C(N1)C1=C(C=CC(=C1)O)Cl)N\C(\C(=O)O)=C/C=1OC=CC1 (Z)-2-((3-benzyl-5-(2-chloro-5-hydroxyphenyl)pyrazin-2-yl)amino)-3-(furan-2-yl)acrylic acid